8-(3-fluoropiperidin-1-yl)-N-(1-(methylsulfonyl)piperidin-4-yl)-7-(1H-pyrazol-4-yl)-[1,2,4]triazolo[1,5-a]pyridin-2-amine FC1CN(CCC1)C=1C=2N(C=CC1C=1C=NNC1)N=C(N2)NC2CCN(CC2)S(=O)(=O)C